C(C)C(C(=O)O)CCCC.C(CCCCC)(=O)O CAPROATE (ethyl hexanoate)